1-(6-(benzo[d]thiazol-2-ylamino)pyridazin-3-yl)-1,2,3,4-tetrahydroquinoline-5-carboxylic acid S1C(=NC2=C1C=CC=C2)NC2=CC=C(N=N2)N2CCCC=1C(=CC=CC21)C(=O)O